ClC=1N=C(SC1C(=O)C1=NC(=NO1)C1=NC=CC=C1)N([C@@H](C)C(=O)OCC)C1=CC=C(C=C1)F |r| rac-Ethyl N-{4-chloro-5-[3-(pyridin-2-yl)-1,2,4-oxadiazole-5-carbonyl]-1,3-thiazol-2-yl}-N-(4-fluorophenyl)-alaninate